(S)-1-(3-iodoimidazo[1,2-b]pyridazin-6-yl)pyrrolidine-3-carboxylic acid methyl ester COC(=O)[C@@H]1CN(CC1)C=1C=CC=2N(N1)C(=CN2)I